C(C)(C)OC(CCNC=1N=[N+](C2=C([N+]1[O-])C=CC(=C2)COCC2=CC(=NC=C2)OC)[O-])=O 3-((3-isopropyl-Oxy-3-oxopropyl)amino)-7-(((2-methoxyisonicotinyl)oxy)methyl)benzo[e][1,2,4]triazine-1,4-Dioxide